(R)-4-Chloro-N-(1-((4-(3-methyl-1,2,4-oxadiazol-5-yl)phenyl)amino)-1-oxopropan-2-yl)benzamide ClC1=CC=C(C(=O)N[C@@H](C(=O)NC2=CC=C(C=C2)C2=NC(=NO2)C)C)C=C1